CN1CCN(CC1)C1=CC=C(C=C1)B1OC(C)(C)C(C)(C)O1 (4-(4-methylpiperazin-1-yl)phenyl)boronic acid pinacol ester